N-(1-((4-fluorophenyl)sulfonyl)-1,2,3,4-tetrahydroquinolin-7-yl)-1-(4-(trifluoromethyl)phenyl)methanesulfonamide FC1=CC=C(C=C1)S(=O)(=O)N1CCCC2=CC=C(C=C12)NS(=O)(=O)CC1=CC=C(C=C1)C(F)(F)F